ClC1=NC2=NC(=C(N=C2C(=N1)N1CCC(CC1)(C)C)C)C 2-chloro-4-(4,4-dimethylpiperidin-1-yl)-6,7-dimethylpteridine